FC=1C=2N(C=C(C1)NC(=O)C1=CC=C(C3=CN(N=C13)C)N1C[C@H]([C@@H](C1)NC)C)C=C(N2)C N-(8-fluoro-2-methyl-imidazo[1,2-a]pyridin-6-yl)-2-methyl-4-[(3R,4S)-3-methyl-4-(methylamino)pyrrolidin-1-yl]indazole-7-carboxamide